Kalium 4-[[4-[2-Fluoro-4-[[1-[(4-fluorophenyl)carbamoyl]cyclopropanecarbonyl] amino]phenoxy]-6-ethoxy-7-quinolyl]oxy]butyrat FC1=C(OC2=CC=NC3=CC(=C(C=C23)OCC)OCCCC(=O)[O-])C=CC(=C1)NC(=O)C1(CC1)C(NC1=CC=C(C=C1)F)=O.[K+]